C(C)OC=CC1=C2NC(C(NC2=C(C(=C1)CO)F)=O)C 5-(2-ethoxyvinyl)-8-fluoro-7-(hydroxymethyl)-3-methyl-3,4-dihydroquinoxalin-2(1H)-one